CC1=CC=C(N=N1)NC1=CC2=C(N(C=N2)C2=CC=C(C(=N2)C2=CC(=NC=C2C)C(F)(F)F)C(C)O)C=C1 1-[6-[5-[(6-methylpyridazin-3-yl)amino]benzimidazol-1-yl]-2-[5-methyl-2-(trifluoromethyl)-4-pyridyl]-3-pyridyl]ethanol